[I-].FC1(C[C@H](N(C1)C(CNC(=O)C1=CC=NC2=CC=C(C=C12)OCCC[N+]1(CCCCC1)C)=O)C(C(=O)NC1=CC2=CC=CC=C2C=C1)=O)F (S)-1-(3-((4-((2-(4,4-difluoro-2-(2-(naphthalen-2-ylamino)-2-oxoacetyl)pyrrolidin-1-yl)-2-oxoethyl)carbamoyl)quinolin-6-yl)oxy)propyl)-1-methylpiperidin-1-ium iodide